FC1(CC(CN(C1)C(=O)OCC1=CC=CC=C1)C(=O)OC)F 1-benzyl 3-methyl 5,5-difluoropiperidine-1,3-dicarboxylate